2-oxo-6-(piperidin-1-yl)-1,2-dihydropyridine-3-carboxylic acid O=C1NC(=CC=C1C(=O)O)N1CCCCC1